2-(4-methoxybenzyl)-2-aza-bicyclo[2.2.1]heptan-3-one COC1=CC=C(CN2C3CCC(C2=O)C3)C=C1